[N+](=O)([O-])C1=C(COCC2=C(C=CC=C2)[N+](=O)[O-])C=CC=C1 o-nitrobenzyl ether